5-Amino-2-ethylthiazole-4-carboxylic acid ethyl ester C(C)OC(=O)C=1N=C(SC1N)CC